4-Amino-1-(4-aminophenyl)-7-bromo-2-oxo-1,2-dihydroquinoline-3-carboxylic acid NC1=C(C(N(C2=CC(=CC=C12)Br)C1=CC=C(C=C1)N)=O)C(=O)O